N-((1H-1,2,4-triazol-1-yl)methyl)octan-3-amine N1(N=CN=C1)CNC(CC)CCCCC